CC1(CCN(CC1)C(=O)OC(C)(C)C)C(=O)O monomethyl-1-(tert-butoxycarbonyl)-4-piperidinecarboxylic acid